2-(fluoromethyl)-4-(4-methoxyphenyl)-1-[(4-methoxyphenyl)methyl]-1,4-dihydropyridine-3-carboxylic acid ethyl ester C(C)OC(=O)C1=C(N(C=CC1C1=CC=C(C=C1)OC)CC1=CC=C(C=C1)OC)CF